C[Si](CCOCN1C(=CC=C1)C=O)(C)C 1-((2-(Trimethylsilyl)ethoxy)methyl)-1H-pyrrole-2-carbaldehyde